methyl-4-(3,4-difluoro-2-methoxyphenyl)-5-methyl-5-(trifluoromethyl)tetrahydrothiophene-2-carboxamide CC1(SC(C(C1)C1=C(C(=C(C=C1)F)F)OC)(C(F)(F)F)C)C(=O)N